6-nonyltetrahydro-2H-pyran-2-one C(CCCCCCCC)C1CCCC(O1)=O